N-methyl-3-((1-methyl-9-(1-methyl-1H-pyrazol-4-yl)-6,7-dihydro-5H-benzo[c][1,2,3]triazolo[1,5-a]azepin-7-yl)amino)benzamide CNC(C1=CC(=CC=C1)NC1C2=C(C=3N(CC1)N=NC3C)C=CC(=C2)C=2C=NN(C2)C)=O